cetyl-dimethyl-ammonium Chloride [Cl-].C(CCCCCCCCCCCCCCC)[NH+](C)C